triisopropoxy-boroxine C(C)(C)OB1OB(OB(O1)OC(C)C)OC(C)C